CN1CC(C1)NC=1N=C(C2=C(N1)N=CC=C2)NCC=2C(=NC=CC2)C(F)(F)F N2-(1-methylazetidin-3-yl)-N4-((2-(trifluoromethyl)pyridin-3-yl)methyl)pyrido[2,3-d]pyrimidine-2,4-diamine